C1(CC1)S(=O)(=O)C1=CC(=NC=C1)[C@H](CC)NC(=O)C=1SC(=NN1)C1=NC(=CN=C1)OCC N-[(1S)-1-(4-cyclopropanesulfonylpyridin-2-yl)propyl]-5-(6-ethoxypyrazin-2-yl)-1,3,4-thiadiazole-2-carboxamide